2-(tert-butyl)-6-(3,6-difluoropyridin-2-yl)-N4-(2-(trifluoromethyl)pyridin-4-yl)-1,3,5-triazine-2,4-diamine C(C)(C)(C)C1(NC(=NC(=N1)NC1=CC(=NC=C1)C(F)(F)F)C1=NC(=CC=C1F)F)N